(S)-2-(5-Fluoro-2-pyridyl)-6-methyl-3-(1H-pyrazolo[3,4-b]pyridin-4-yl)-6,7-dihydro-4H-pyrazolo[5,1-c][1,4]oxazine FC=1C=CC(=NC1)C1=NN2C(CO[C@H](C2)C)=C1C1=C2C(=NC=C1)NN=C2